N-isopropylglycine C(C)(C)NCC(=O)O